N,N-dimethyl-methacryloyloxyethyl-aminopropanesulfonic acid CN(C)C(CC)(S(=O)(=O)O)CCOC(C(=C)C)=O